C(C(=O)O)(=O)O.C(CCCCCCCCO)O 1,9-nonanediol oxalate